O[C@H]1[C@H](O)[C@@H](O)[C@H](O1)[C@@H](O)CO α-L-idofuranose